C(C)(C)(C)P(C(C)(C)C)(C(C)(C)C)[Pd]Cl (tri-t-butylphosphino)palladium (II) chloride